C(#N)C1=C(C(=O)OC)C=CC(=C1)N1CC(C1)C=O methyl 2-cyano-4-(3-formylazetidin-1-yl)benzoate